ClC=1C=C(C=CC1)C1(CC1)NCC(C)(C)NC(OC(C)(C)C)=O tert-butyl (1-((1-(3-chlorophenyl)cyclopropyl) amino)-2-methylpropan-2-yl)carbamate